3-chloro-6-[(3,3-difluoroazetidin-1-yl)methyl]pyridazine ClC=1N=NC(=CC1)CN1CC(C1)(F)F